(2S,4S)-4-((5-(2H-1,2,3-triazol-2-yl)pyridin-2-yl)oxy)-2-((difluoromethoxy)methyl)pyrrolidine-1-carboxylic acid benzyl ester C(C1=CC=CC=C1)OC(=O)N1[C@@H](C[C@@H](C1)OC1=NC=C(C=C1)N1N=CC=N1)COC(F)F